Cl.Cl.C1(CC1)CN[C@H]1[C@@H](C1)C=1C=C(SC1C)C(=O)NC=1C=NN(C1)C 4-((1S,2R)-2-((cyclopropylmethyl)amino)cyclopropyl)-5-methyl-N-(1-methyl-1H-pyrazol-4-yl)thiophene-2-carboxamide Dihydrochloride